CC=1SC(=C(N1)C)CN1C(N(C(C2=CC(=CC=C12)S(=O)(=O)NC1(COC1)CF)=O)CC1=CN=C(S1)C)=O 1-((2,4-dimethylthiazol-5-yl)methyl)-N-(3-(fluoromethyl)oxetan-3-yl)-3-((2-methylthiazol-5-yl)methyl)-2,4-dioxo-1,2,3,4-tetrahydroquinazolin-6-sulfonamide